CC1=NC=CC(=C1N)N 2-methylpyridine-3,4-diamine